6-fluoro-7-(2-fluoro-6-hydroxyphenyl)-1-(2-isopropyl-4-methylpyridin-3-yl)-4-(4-(2-carbonyl-2,5-dihydro-1H-pyrrol-1-yl)piperidin-1-yl)pyrido[2,3-d]pyrimidin-2(1H)-one FC1=CC2=C(N(C(N=C2N2CCC(CC2)N2C(C=CC2)=C=O)=O)C=2C(=NC=CC2C)C(C)C)N=C1C1=C(C=CC=C1O)F